(2R,4S)-N-((S)-1-(((3-chloro-1H-pyrrolo[2,3-b]pyridin-5-yl)methyl)amino)-1-oxopropan-2-yl)-4-(3-chloro-4-fluorobenzyl)-1-ethylpyrrolidine-2-carboxamide ClC1=CNC2=NC=C(C=C21)CNC([C@H](C)NC(=O)[C@@H]2N(C[C@H](C2)CC2=CC(=C(C=C2)F)Cl)CC)=O